C(#N)C1=C(C=C(C=C1)NC(CN1N=CC(=C1)C#CC1CN(C1)C=1C=C2C(N(C(C2=CC1)=O)C1C(NC(CC1)=O)=O)=O)=O)C(F)(F)F N-(4-cyano-3-(trifluoromethyl)phenyl)-2-(4-((1-(2-(2,6-dioxopiperidin-3-yl)-1,3-dioxoisoindoline-5-yl)azetidin-3-yl)ethynyl)-1H-pyrazol-1-yl)acetamide